3-[6-[[2-(2-methyl-1-piperidinyl)-2-oxo-ethyl]amino]-1-oxo-isoindolin-2-yl]piperidine-2,6-dione CC1N(CCCC1)C(CNC1=CC=C2CN(C(C2=C1)=O)C1C(NC(CC1)=O)=O)=O